2-(4-Isopropylbenzyl)-2H-indazole-6-carboxylic acid C(C)(C)C1=CC=C(CN2N=C3C=C(C=CC3=C2)C(=O)O)C=C1